BrC1=NN2C(C=NC=C2)=N1 bromo-[1,2,4]triazolo[1,5-a]pyrazine